(E)-N-(phenylmethylene)hydroxylamine C1(=CC=CC=C1)\C=N\O